1-(4-bromophenyl)-3-(4,4-diethyl-2,5-dioxoimidazolidin-1-yl)urea BrC1=CC=C(C=C1)NC(=O)NN1C(NC(C1=O)(CC)CC)=O